2-[1-[(2,3-difluoro-4-methylphenyl)methyl]-5-oxopyrrolidin-2-yl]-N-methylsulfonylacetamid FC1=C(C=CC(=C1F)C)CN1C(CCC1=O)CC(=O)NS(=O)(=O)C